sodium N-acetyl-tryptophan C(C)(=O)N[C@@H](CC1=CNC2=CC=CC=C12)C(=O)O.[Na]